F[C@@H]1CN(CCC1)C1=CC=C(C=N1)C=1SC=2C(NCCC2N1)=O (S)-2-(6-(3-fluoropiperidine-1-yl)pyridin-3-yl)-6,7-dihydrothiazolo[5,4-c]pyridin-4(5H)-one